FC1(CC(C1)(C(=O)N1CCCC1)CNC(=O)C1=CC2=C(S1)CCCCCC2)F N-{[3,3-Difluoro-1-(pyrrolidine-1-carbonyl)cyclobutyl]methyl}-4H,5H,6H,7H,8H,9H-cycloocta[b]thiophene-2-carboxamide